N-(8-phenyloctyl)propanamide C1(=CC=CC=C1)CCCCCCCCNC(CC)=O